2,2,7-trifluoro-4-(4-methoxybenzyl)-6-(2,3,5,6-tetrafluoro-4-((4-methoxybenzyl)oxy)phenyl)-2H-benzo[b][1,4]oxazin-3(4H)-one FC1(C(N(C2=C(O1)C=C(C(=C2)C2=C(C(=C(C(=C2F)F)OCC2=CC=C(C=C2)OC)F)F)F)CC2=CC=C(C=C2)OC)=O)F